5-methylbenzimidazole zinc salt [Zn].CC1=CC2=C(N=CN2)C=C1